(S)-quinuclidin-3-yl((R)-5-(2-chloro-4-isopropoxyphenyl)-6-fluoro-2,2-dimethyl-2,3-dihydro-1H-inden-1-yl) carbamate C(N)(O[C@@]1(C(CC2=CC(=C(C=C12)F)C1=C(C=C(C=C1)OC(C)C)Cl)(C)C)[C@@H]1CN2CCC1CC2)=O